OCC(CO)CO 2-(hydroxymethyl)-1,3-propanediol